Cl.NC/C(/CN1N=CN(C1=O)CC=1SC(=CC1)\C=C\C=1C=C2C(=NC1)N(C=N2)C)=C\F 2-[(E)-2-(aminomethyl)-3-fluoro-allyl]-4-[[5-[(E)-2-(3-methylimidazo[4,5-b]pyridin-6-yl)vinyl]-2-thienyl]methyl]-1,2,4-triazol-3-one hydrochloride